OC1[C@@H](O)[C@H](O)[C@@H](O)[C@@H](O1)C(=O)O L-glucopyranuronic acid